tert-butyl {(1R,3S)-3-[(1S)-1-{[(S)-2-methylpropane-2-sulfinyl]amino}ethyl]cyclopentyl}carbamate CC(C)(C)[S@](=O)N[C@@H](C)[C@@H]1C[C@@H](CC1)NC(OC(C)(C)C)=O